C(#N)C(COOCC)NC(C1=C(C=CC=C1)OC(F)(F)F)=O N-(1-cyano-2-ethylperoxyethyl)-2-trifluoromethoxybenzamide